B(O)(O)O.C1(=CC=CC=C1)N(C1=CC=CC=C1)C1=CC=CC=C1 triphenylamine monoborate